CN1CCC(CC1)C1=CC=C(C=C1)C(C(=O)N)C1=CC=C(C=C1)C1=CC=2N(C=C1)N=CN2 [4-(1-Methylpiperidin-4-yl)phenyl]-2-[4-([1,2,4]triazolo[1,5-a]pyridin-7-yl)phenyl]acetamide